C(CCC)OC1C2C=CC(C1)C2 5-(n-butoxy)-bicyclo[2.2.1]Hept-2-ene